C(CCCCCCC)OC1=CC=C(C=C1)N=NC1=CC=C(C=C1)OCCCCCCCCCCOC(CBr)=O 4-octyloxy-4'-(10-bromoacetoxydecyloxy)azobenzene